FC=1C=2N(C=C(C1)NC(=O)C=1C=CC(=C3N=CC(=NC13)OC)N1C[C@@H](CC1)N(C(OC(C)(C)C)=O)C)C=C(N2)C tert-butyl (R)-N-{1-[8-({8-fluoro-2-methylimidazo[1,2-a]pyridin-6-yl} carbamoyl)-2-methoxy quinoxalin-5-yl]pyrrolidin-3-yl}-N-methylcarbamate